2-fluoro-6-[2-(propan-2-yl)pyrimidin-5-yl]aniline FC1=C(N)C(=CC=C1)C=1C=NC(=NC1)C(C)C